N1=C(C=CC=C1)SS[C@H]1[C@@H](CCCCC1)O trans-(RS,2RS)-2-(pyridin-2-yldisulfanyl)cycloheptan-1-ol